12-(((4,4-bis(((Z)-oct-5-en-1-yl)oxy)butanoyl)oxy)methyl)-6-hexyl-4,9,15-trioxo-1-(pyrrolidin-1-yl)-5,8,10,14-tetraoxa-3-azadocosan-22-yl 2-butyloctanoate C(CCC)C(C(=O)OCCCCCCCC(OCC(COC(OCC(OC(NCCN1CCCC1)=O)CCCCCC)=O)COC(CCC(OCCCC\C=C/CC)OCCCC\C=C/CC)=O)=O)CCCCCC